tert-butyl (2R)-2-[3-[[2-(2,6-dioxo-3-piperidyl)-1,3-dioxo-isoindolin-4-yl]amino]propoxymethyl]morpholine-4-carboxylate O=C1NC(CCC1N1C(C2=CC=CC(=C2C1=O)NCCCOC[C@H]1CN(CCO1)C(=O)OC(C)(C)C)=O)=O